6-(5-(4-(3-fluoroazetidin-1-yl)cyclohexyl)-3-isopropyl-1H-indol-2-yl)-8-methoxy-[1,2,4]triazolo[1,5-a]pyridine FC1CN(C1)C1CCC(CC1)C=1C=C2C(=C(NC2=CC1)C=1C=C(C=2N(C1)N=CN2)OC)C(C)C